C(C1=CC=CC=C1)C1(C(N(CCN(C1)C(=O)[O-])C(C1=CC=C(C=C1)OC)=O)=O)C(=O)[O-] 6-benzyl-4-(4-methoxybenzoyl)-5-oxo-1,4-diazepane-1,6-dicarboxylate